tert-butyl (5-chloro-3-cyclobutylpyrazolo[1,5-a]pyrimidin-7-yl)(3-cyano-5-methylphenyl)carbamate ClC1=NC=2N(C(=C1)N(C(OC(C)(C)C)=O)C1=CC(=CC(=C1)C)C#N)N=CC2C2CCC2